ClC=1C2=C(N=CN1)C1=C(N2CC(F)(F)F)C=NC(=C1)CN1CC2(CC1)CN(CC2)C 4-Chloro-8-((7-methyl-2,7-diazaspiro[4.4]nonan-2-yl)methyl)-5-(2,2,2-trifluoroethyl)-5H-pyrido[4',3':4,5]pyrrolo[3,2-d]pyrimidine